benzyl (2S,4R)-1-[(2S)-2-[[(tert-butoxy)carbonyl]amino]-3,3-dimethylbutanoyl]-4-[(tert-butyldimethylsilyl)oxy]pyrrolidine-2-carboxylate C(C)(C)(C)OC(=O)N[C@H](C(=O)N1[C@@H](C[C@H](C1)O[Si](C)(C)C(C)(C)C)C(=O)OCC1=CC=CC=C1)C(C)(C)C